C(=O)(O)C1=CC=C(C[C@H](N)C(=O)O)C=C1 p-carboxyl-phenylalanine